CN(C1(CCC2(CN(C(N2CC2(CCC2)O)=O)CC=2N=NN(C2)CCO)CC1)C1=CC=CC=C1)C cis-8-dimethylamino-1-[(1-hydroxy-cyclobutyl)-methyl]-3-[[1-(2-hydroxy-ethyl)-1H-[1,2,3]triazol-4-yl]-methyl]-8-phenyl-1,3-diazaspiro[4.5]decan-2-one